N-[(2-amino-3-pyridyl)sulfonyl]-6-[3-(hydroxymethyl)-5-methoxy-phenyl]-2-[(4S)-2,2,4-trimethylpyrrolidin-1-yl]pyridine-3-carboxamide NC1=NC=CC=C1S(=O)(=O)NC(=O)C=1C(=NC(=CC1)C1=CC(=CC(=C1)OC)CO)N1C(C[C@@H](C1)C)(C)C